4'-ethyl-[1,1'-biphenyl] C(C)C1=CC=C(C=C1)C1=CC=CC=C1